3-{2-oxabicyclo[2.2.2]octan-4-ylmethoxy}-1-(oxan-4-yloxy)butan-2-amine C12OCC(CC1)(CC2)COC(C(COC2CCOCC2)N)C